C(#N)C1CC(C1)NC(C1=NC(=C(C=C1)N1CCN(CC1)CC1=CC=2C3=C(N(C(NC3=C1F)=O)CC)N=CN2)C)=O N-((1s,3s)-3-cyanocyclobutyl)-5-(4-((3-ethyl-9-fluoro-2-oxo-2,3-dihydro-1H-pyrimido[4,5,6-de]quinazolin-8-yl)methyl)piperazin-1-yl)-6-methylpicolinamide